OC1=C(C(=CC2=C1C(COC2=O)C2=CC(=C(C=C2)O)OC)O)O 3,4-dihydro-5,6,7-trihydroxy-4-(3'-methoxy-4'-hydroxyphenyl)-1H-[2]-benzopyran-1-one